C[C@H]1CC[C@@H](N(C1)C(C(=O)NC=1C=C(C=NC1)C(=O)N)=O)C=1C=NC(=CC1)C |o1:1,4| Rel-5-[[2-[(2R,5S)-5-methyl-2-(6-methyl-3-pyridyl)-1-piperidyl]-2-oxo-acetyl]amino]pyridine-3-carboxamide